C(CCCCCCCCCCCCC)N1C(=C(C(C=C1)=O)O)C=O N-tetradecyl-2-formyl-3-hydroxypyridine-4-one